tert-butyl N-[4-[3-(difluoromethyl)-4-nitro-pyrazol-1-yl]cyclohexyl]carbamate FC(C1=NN(C=C1[N+](=O)[O-])C1CCC(CC1)NC(OC(C)(C)C)=O)F